N-((2-(2,6-dioxopiperidin-3-yl)-1-oxoisoindolin-5-yl)methyl)-2-(2-ethoxy-4-fluorophenyl)-2,2-difluoroacetamide O=C1NC(CCC1N1C(C2=CC=C(C=C2C1)CNC(C(F)(F)C1=C(C=C(C=C1)F)OCC)=O)=O)=O